C(N(C1CCCCC1)C)N(C1CCCCC1)C methylenebis(methyl-cyclohexylamine)